C(CCC)C1=CC=C(C(=O)OC(C)C(C(C)OC(C2=CC=C(C=C2)CCCC)=O)CC)C=C1 3-ethyl-2,4-pentanediol di(4-n-butylbenzoate)